C1(CCC1)N1C(C2=C(C=C1)N(C=C2NC(OC(C)(C)C)=O)C)=O Tert-butyl (5-cyclobutyl-1-methyl-4-oxo-4,5-dihydro-1H-pyrrolo[3,2-c]pyridin-3-yl)carbamate